C(C)(=O)N[C@@H](CC1=CC=CC=C1)C(=O)N[C@@H](CCCN)C(=O)N1[C@@H](CCC1)C(=O)N[C@H](CC1CCCCC1)C(=O)N[C@@H](CC1=CNC2=CC=CC=C12)C(=O)N[C@@H](CCCNC(N)=N)C(=O)O N-Acetyl-L-phenylalanyl-L-ornithyl-L-prolyl-3-cyclohexyl-D-alanyl-L-tryptophyl-L-arginine